C12(CC3CC(CC(C1)C3)C2)N(CCCCNC(CCNC2=C3C(N(C(=NC3=CC=C2)C)C2C(NC(CC2)=O)=O)=O)=O)C N-(4-(((3s,5s,7s)-adamantan-1-yl)(methyl)amino)butyl)-3-((3-(2,6-dioxopiperidin-3-yl)-2-methyl-4-oxo-3,4-dihydroquinazolin-5-yl)amino)propanamide